CC[C@@H](C1=CC(=CC=C1)OC)[C@@H](C)CN(C)C (2R,3R)-3-(3-methoxyphenyl)-N,N,2-trimethylpentan-1-amine